(2s,5r)-5-(2-chlorophenyl)-1-(3-hydroxy-5-(trifluoromethyl)benzoyl)pyrrolidine-2-carboxylic acid ClC1=C(C=CC=C1)[C@H]1CC[C@H](N1C(C1=CC(=CC(=C1)C(F)(F)F)O)=O)C(=O)O